(4aR,8aS)-6-[6-[[3-methyl-5-(trifluoromethyl)pyrazol-1-yl]methyl]-2-azaspiro[3.3]heptane-2-carbonyl]-4,4a,5,7,8,8a-hexahydropyrido[4,3-b][1,4]oxazin-3-one CC1=NN(C(=C1)C(F)(F)F)CC1CC2(CN(C2)C(=O)N2C[C@@H]3[C@@H](OCC(N3)=O)CC2)C1